4-(4-fluoro-3-isopropyl-5-(1-((1-isopropylpiperidin-4-yl)methyl)piperidin-4-yl)-1H-indol-2-yl)-1H-pyrazolo[3,4-b]pyridine FC1=C2C(=C(NC2=CC=C1C1CCN(CC1)CC1CCN(CC1)C(C)C)C1=C2C(=NC=C1)NN=C2)C(C)C